C(=CC)CCOCCCC 2-propenyl-1-butyloxyethane